C1(=CC=CC=C1)N1C(C=C(C2=C1N=C(N=C2)NC2=CC=C(C=C2)C2CCNCC2)C#C[Si](C(C)C)(C(C)C)C(C)C)=O 8-Phenyl-2-{[4-(piperidin-4-yl)phenyl]amino}-5-[2-(triisopropylsilyl)ethynyl]pyrido[2,3-d]pyrimidin-7-one